(Sa)-6-(4-chloro-1-(4-isopropylbenzyl)-1H-indazole-7-carboxamido)spiro[3.3]heptane ClC1=C2C=NN(C2=C(C=C1)C(=O)NC1CC2(CCC2)C1)CC1=CC=C(C=C1)C(C)C